C(C)(C)(C)OC(=O)N1[C@@H]2[C@@H]([C@@H](C[C@H]1CC2)NC2=CN=C(N=N2)Cl)F |&1:9| (±)-(1s,3r,5r)-3-[(3-chloro-1,2,4-triazin-6-yl)amino]-2-fluoro-8-azabicyclo[3.2.1]octane-8-carboxylic acid tert-butyl ester